ClC=1N=C(C2=C(N1)CSC2)NCC2=CC=C(C=C2)C=2N(C=C(N2)C(F)(F)F)C 2-chloro-N-[[4-[1-methyl-4-(trifluoromethyl)imidazol-2-yl]phenyl]methyl]-5,7-dihydrothieno[3,4-d]pyrimidin-4-amine